(3S,4S)-1-(4-(1-(2-(3-heptylureido)-3-(hexylamino)-3-oxopropyl)-1H-imidazol-4-yl)benzoyl)-N3,N4-bis((1S,2R)-2-phenylcyclopropyl)pyrrolidine-3,4-dicarboxamide C(CCCCCC)NC(NC(CN1C=NC(=C1)C1=CC=C(C(=O)N2C[C@H]([C@@H](C2)C(=O)N[C@@H]2[C@H](C2)C2=CC=CC=C2)C(=O)N[C@@H]2[C@H](C2)C2=CC=CC=C2)C=C1)C(=O)NCCCCCC)=O